COC1=C(C=CC(=C1)S(=O)(=O)N1CCN(CC1)C)C1=CC(=C(C=C1)C)N(C=1SC=C(N1)C1=NC(=CC(=N1)N)N)CCC 2-(2-((2'-Methoxy-4-methyl-4'-((4-methylpiperazin-1-yl)sulfonyl)-[1,1'-biphenyl]-3-yl)(propyl)amino)thiazol-4-yl)pyrimidine-4,6-diamine